5-Azoniaspiro[4.5]decan-3-ol fluoride [F-].C1CC(C[N+]12CCCCC2)O